4-((2,4-dimethoxybenzyl)amino)-6-morpholinoquinazoline-8-carboxylic acid COC1=C(CNC2=NC=NC3=C(C=C(C=C23)N2CCOCC2)C(=O)O)C=CC(=C1)OC